S1C=NC2=C1C=CC(=C2)NC(=O)C2CC(N(CC2)S(=O)(=O)C=2C(=NN(C2)C)C)C N-(benzo[d]thiazol-5-yl)-1-((1,3-dimethyl-1H-pyrazol-4-yl)sulfonyl)-2-methylpiperidine-4-carboxamide